1,2-cyclohexanedicarboxylic acid dinonyl ester C(CCCCCCCC)OC(=O)C1C(CCCC1)C(=O)OCCCCCCCCC